O=C1N(CC2=CC(=CC=C12)NC1CCNCC1)C1CNCCC1 3-(1-oxo-5-(piperidin-4-ylamino)isoindolin-2-yl)piperidine